OCC(NC(C=C)=O)(CO)CO N-{tris(hydroxymethyl)methyl}acrylamide